NC1=C(C=CC(=C1)NCC1=CC=C(C=C1)C(F)(F)F)NC(CCCCC[C@H](CF)F)=O (7R)-N-(2-amino-4-((4-(trifluoromethyl)benzyl)amino)phenyl)-7,8-difluorooctanamide